methyl Z-9-hexadecenoate C(CCCCCCC\C=C/CCCCCC)(=O)OC